COC1=CC=C(C=C1)C(C(NC1=CC=C(C=C1)[Si](C)(C)C)=O)NC(=O)N1CC2(COC2)CCC1 N-(1-(4-methoxyphenyl)-2-oxo-2-((4-(trimethylsilyl)phenyl)amino)ethyl)-2-oxa-6-azaspiro[3.5]nonane-6-carboxamide